N[C@@H](C(C1CC1)C1CC1)C=1OC2=C(N1)C=C(C=C2)CN2C(N[C@@H](C2)C(F)(F)F)=O (S)-1-((2-((S)-1-amino-2,2-dicyclopropylethyl)benzo[d]oxazol-5-yl)methyl)-4-(trifluoromethyl)imidazolidin-2-one